Cl.Cl.N[C@H](C(=O)OCC1=CC(=NC(=C1)Cl)Cl)CC1=CC(=CC=C1)NC(=N)N (2,6-dichloropyridin-4-yl)methyl (S)-2-amino-3-(3-Guanidinophenyl)propanoate dihydrochloride